(1-fluorocyclopropyl)(6-(6-(2-methoxyquinolin-6-yl)pyrazin-2-yl)-2,6-diazaspiro[3.3]heptane-2-yl)methanone FC1(CC1)C(=O)N1CC2(C1)CN(C2)C2=NC(=CN=C2)C=2C=C1C=CC(=NC1=CC2)OC